(2S)-N-(benzofuran-6-ylmethyl)-N-(4,4-difluorocyclohexyl)-1-(4-methylphenylsulfonimidoyl)pyrrolidine-2-carboxamide O1C=CC2=C1C=C(C=C2)CN(C(=O)[C@H]2N(CCC2)S(=O)(=N)C2=CC=C(C=C2)C)C2CCC(CC2)(F)F